4-(5-Bromothiazole-2-carbonyl)piperazine-1-carboxylate BrC1=CN=C(S1)C(=O)N1CCN(CC1)C(=O)[O-]